C(C=C)(=O)O.C(C=C)(=O)O.OCC(C(=O)OC(C(CO)(C)C)=O)(C)C Hydroxypivalyl hydroxypivalate diacrylate